2-amino-2-ethylbutyric acid methyl ester hydrochloride Cl.COC(C(CC)(CC)N)=O